NC1=CS(C=C1)(=O)=O 3-aminothiophene 1,1-dioxide